5-chloro-N-[2,4-difluoro-3-[([3-isopropyl-1H-pyrazolo[3,4-b]pyridin-5-yl]oxy)methyl]phenyl]-2-methoxypyridine-3-sulfonamide ClC=1C=C(C(=NC1)OC)S(=O)(=O)NC1=C(C(=C(C=C1)F)COC=1C=C2C(=NC1)NN=C2C(C)C)F